CC=1C(NC(N([C@H]2[C@H](O)C[C@@H](CO)O2)C1)=O)=O 3'-Deoxy-5-Methyluridine